CC1CC=2N(CC1)N=C(C2)CO (5-methyl-4,5,6,7-tetrahydropyrazolo[1,5-a]pyridin-2-yl)methanol